NCC1CN(C(O1)=O)C1=CC(=C(C=C1)S(=O)(=O)N1CCN(CC1)C1=NC(=CC(=C1)C(F)(F)F)Cl)F 5-(Aminomethyl)-3-[4-[4-[6-chloro-4-(trifluoromethyl)-2-pyridyl]piperazin-1-yl]sulfonyl-3-fluoro-phenyl]oxazolidin-2-one